O1CCC(=CC1)C=1C=C(CN2N=C3C(=C2C=2C(=NC=CC2)F)CN(C3)C)C=CC1 2-(3-(3,6-dihydro-2H-pyran-4-yl)benzyl)-3-(2-fluoropyridin-3-yl)-5-methyl-2,4,5,6-tetrahydropyrrolo[3,4-c]pyrazole